BrC1=CC=C(C=C1)C#CC1OC(C1)(C)C 2-((4-bromophenyl)ethynyl)-4,4-dimethyloxetane